C(CC\C=C/C=C/CCCC)O (4z,6e)-4,6-undecdien-1-ol